CC1(C[C@H](NC1)CO)C (S)-(4,4-Dimethylpyrrolidin-2-yl)methanol